C1(CC1)C1=CN=C(N=N1)N[C@@H]1C[C@H](CC1)NC1=CC=C(C=N1)N1C(C=CC=C1)=O 6'-(((1S,3S)-3-((6-Cyclopropyl-1,2,4-triazin-3-yl)amino)cyclopentyl)amino)-2H-[1,3'-bipyridin]-2-one